ClC1=NC=C(C(=C1)NC[C@H](CO)F)C1=NN(C(=C1)C(F)(F)F)C (R)-3-((2-chloro-5-(1-methyl-5-(trifluoromethyl)-1H-pyrazol-3-yl)pyridin-4-yl)amino)-2-fluoropropan-1-ol